NC1=NC=2C=CC(=CC2C2=C1C(OC2)C)C(=O)N(CC2=NC=C(C=C2)C(F)(F)F)C2CC(CCC2)O 4-amino-N-(3-hydroxycyclohexyl)-3-methyl-N-((5-(trifluoromethyl)pyridin-2-yl)methyl)-1,3-dihydrofuro[3,4-c]quinoline-8-carboxamide